C1(=CC=CC=C1)CCCO[SiH](CCC)CCC phenylpropoxydipropylsilane